ClC1=NC=C(C(=N1)N1C=C(C=C1)C(=O)OC)C methyl 1-(2-chloro-5-methylpyrimidin-4-yl)-1H-pyrrole-3-carboxylate